(S)-3-(5-(1-aminoisoquinolin-5-yl)-3-((2-(2-ethoxy-2-oxoethyl)phenoxy)methyl)-1H-indazol-1-yl)pyrrolidine-1-carboxylic acid isobutyl ester C(C(C)C)OC(=O)N1C[C@H](CC1)N1N=C(C2=CC(=CC=C12)C1=C2C=CN=C(C2=CC=C1)N)COC1=C(C=CC=C1)CC(=O)OCC